C(CCCCCCC)(=O)N[C@H](C(=O)O)CCC(=O)N[C@@H](CSC(CCCCCCC)=O)C(=O)NCC(=O)O N,S-dioctanoyl-glutathione